2-(5-(difluoromethyl)-8-oxothieno[2',3':4,5]pyrrolo[1,2-d][1,2,4]triazin-7(8H)-yl)-N-(3-cis-hydroxy-3-methylcyclobutyl)acetamide FC(C1=NN(C(C=2N1C1=C(C2)SC=C1)=O)CC(=O)NC1(CC(C1)C)O)F